6-(3-methoxy-4-((3-methyloxetan-3-yl)methoxy)phenylamino)-3-morpholinoquinoxaline-5-carbonitrile COC=1C=C(C=CC1OCC1(COC1)C)NC1=C(C=2N=C(C=NC2C=C1)N1CCOCC1)C#N